C1(CC1)C1=CC(=C(C2=C1N(N=N2)C)C)C(CC(=O)O)C=2C=C(C1=C(C=CO1)C2)CN2C[C@H](OC1=C([C@@H]2C)N=CC=C1)CC 3-(7-Cyclopropyl-1,4-dimethyl-1H-benzotriazol-5-yl)-3-(7-{[(2R,5S)-2-ethyl-5-methyl-2,3-dihydropyrido[2,3-f][1,4]oxazepin-4(5H)-yl]methyl}-1-benzofuran-5-yl)propanoic acid